4-methyl-2-(3-oxopentyl)benzoic acid CC1=CC(=C(C(=O)O)C=C1)CCC(CC)=O